C(C)(=O)O[C@]1(C(C(=C2C=C(N(C=C2C1=O)C1=CC=C(C=C1)C1=CC=C(C=C1)OC)\C=C\C(=C\[C@H](CC)C)\C)Cl)=O)C (R)-5-chloro-3-((S,1E,3E)-3,5-dimethylhepta-1,3-dien-1-yl)-2-(4'-methoxy-[1,1'-biphenyl]-4-yl)-7-methyl-6,8-dioxo-2,6,7,8-tetrahydroisoquinolin-7-yl acetate